Methyl 2-(4-(3-(3-fluoro-4-(2-(3-(hydroxymethyl)azetidin-1-yl)-2-oxoethyl)phenoxy)propyl)piperidin-1-yl)pyrimidine-5-carboxylate FC=1C=C(OCCCC2CCN(CC2)C2=NC=C(C=N2)C(=O)OC)C=CC1CC(=O)N1CC(C1)CO